1-(3-(4-(3,4-difluoro-2-(trifluoromethyl)phenyl)piperidin-1-carbonyl)-4,6-dihydropyrrolo[3,4-c]pyrazol-5(1H)-yl)ethan-1-one FC=1C(=C(C=CC1F)C1CCN(CC1)C(=O)C=1C2=C(NN1)CN(C2)C(C)=O)C(F)(F)F